FC1=C(C(=CC(=C1)C1=NN(C=2NC(NC(C21)=O)(C)C)C(C)C)F)CC(=O)NC2=NOC(=C2)C(C(F)(F)F)(C)C 2-[2,6-Difluoro-4-(1-isopropyl-6,6-dimethyl-4-oxo-5,7-dihydropyrazolo[3,4-d]pyrimidin-3-yl)phenyl]-N-[5-(2,2,2-trifluoro-1,1-dimethyl-ethyl)isoxazol-3-yl]acetamide